The molecule is an arylmethylammonium that is the conjugate acid of vanillylamine obtained from the protonation of the primary amino group. Major species at pH 7.3. It is a conjugate acid of a vanillylamine. COC1=C(C=CC(=C1)C[NH3+])O